CC=1SC(=CN1)\C=N\O (E)-2-methylthiazole-5-formaldoxime